Chloro-4-((3-(4-(dicyclopropylphosphoryl)-1H-pyrazol-1-yl)-2-methoxyphenyl)amino)pyridazine-3-carboxamide ClC=1C(=C(N=NC1)C(=O)N)NC1=C(C(=CC=C1)N1N=CC(=C1)P(=O)(C1CC1)C1CC1)OC